C([2H])([2H])([2H])N(C1=NSC(=N1)C1=NN=C2N1CCN([C@@H]2C)C(=O)C2=CC=C(C=C2)Cl)C([2H])([2H])[2H] (R)-(3-(3-(Di(methyl-d3)amino)-1,2,4-thiadiazol-5-yl)-8-methyl-5,6-dihydro-[1,2,4]Triazolo[4,3-a]pyrazin-7(8H)-yl)(4-chlorophenyl)methanone